4-(3-((1r,4r)-4-(2-(3,3-difluoropiperidin-4-yl)ethoxy)cyclohexyl)-4,4-dimethyl-5-oxo-2-thioxoimidazolidin-1-yl)-2-(trifluoromethyl)benzonitrile hydrochloride Cl.FC1(CNCC[C@@H]1CCOC1CCC(CC1)N1C(N(C(C1(C)C)=O)C1=CC(=C(C#N)C=C1)C(F)(F)F)=S)F